O(C1=CC=CC=C1)P1(=NP(=NP(=N1)(OC1=CC=CC=C1)OC1=CC=CC=C1)(OC1=CC=CC=C1)OC1=CC=CC=C1)OC1=CC=CC=C1 Hexakisphenoxycyclotriphosphazene